(S)-2-(6-(2-ethyl-5-fluoro-4-hydroxyphenyl)-1H-indazol-3-yl)-5-propyl-4,5,6,7-tetrahydro-3H-imidazo[4,5-c]Pyridine-6-carboxylic acid C(C)C1=C(C=C(C(=C1)O)F)C1=CC=C2C(=NNC2=C1)C1=NC2=C(CN([C@@H](C2)C(=O)O)CCC)N1